[K].CC(CS(=O)(=O)O)C 2-methylpropanesulfonic acid potassium